FC1=C(C(=O)NO)C=C(C(=C1)CN(S(=O)(=O)C=1C=NC=CC1)CC=1C=NC=CC1)F 2,5-difluoro-N-hydroxy-4-((N-(pyridin-3-ylmethyl)pyridine-3-sulfonamido)methyl)benzamide